N1(CCC1)C(=O)N1[C@H]([C@H](CC1)NS(=O)(=O)C)CC=1C(=C(C=CC1)C1=CC(=CC=C1)F)F N-((2S,3S)-1-(azetidin-1-ylcarbonyl)-2-((2,3'-difluorobiphenyl-3-yl)methyl)pyrrolidin-3-yl)methanesulfonamide